(S)-2-methyl-3-((2',5,5'-trimethyl-4-nitro-2'H-[1,3'-bipyrazol]-3-yl)oxy)propan-1-ol C[C@@H](CO)COC1=NN(C(=C1[N+](=O)[O-])C)C=1N(N=C(C1)C)C